F[C@H]1CN(CC1)CC1(CC1)COC1=NC=CC=C1 (1-((((R)-3-fluoropyrrolidin-1-yl)methyl)cyclopropyl)methoxy)pyridine